2-(dibenzylamino)-5-(pyridin-3-yl)-6,7-dihydrothiazolo[5,4-c]pyridin-4(5H)-one C(C1=CC=CC=C1)N(C=1SC=2C(N(CCC2N1)C=1C=NC=CC1)=O)CC1=CC=CC=C1